C(C)OC(\C=C\OC1=CC2=C(N(CC(CS2(=O)=O)(CC)CCCC)C2=CC=C(C=C2)C(NC(C)(C)C)=O)C=C1SC)=O (E)-3-((3-butyl-5-(4-(tert-butylcarbamoyl)phenyl)-3-ethyl-7-(methylsulfanyl)-1,1-dioxido-2,3,4,5-tetrahydro-1,5-benzothiazepin-8-yl)oxy)acrylic acid ethyl ester